C1(CC1)C=1C(=NC(=NC1C=1N=CN(C1)C)NC1=C(C=C(C=C1)S(=O)(=O)C)F)NC1=NN(C(=C1)C)C1OCCCC1 5-cyclopropyl-N2-(2-fluoro-4-(methylsulfonyl)phenyl)-N4-(5-methyl-1-(tetrahydro-2H-pyran-2-yl)-1H-pyrazol-3-yl)-6-(1-methyl-1H-imidazol-4-yl)pyrimidine-2,4-diamine